Cl.NCCCC1=C(C(=O)O)C=C(C=C1)NC(C[C@H]1C=2N(C3=C(C(=N1)C1=CC=C(C=C1)Cl)C(=C(S3)C)C)C(=NN2)C)=O (S)-2-(3-aminopropyl)-5-(2-(4-(4-chlorophenyl)-2,3,9-trimethyl-6H-thieno[3,2-f][1,2,4]triazolo[4,3-a][1,4]diazepin-6-yl)acetamido)benzoic acid hydrochloride